ClC1=C(C=CC=C1Cl)C=1C=CC=C2C(=C(C=NC12)NC(=O)C1CCOC2=CC=CC=C12)N1CCOCC1 N-(8-(2,3-dichlorophenyl)-4-morpholinoquinolin-3-yl)chromane-4-carboxamide